BrC=1C=C2CC(N(CC2=C(C1)[C@H]1NCCC1)CC)=O (S)-6-bromo-2-ethyl-8-(pyrrolidine-2-yl)-1,4-dihydroisoquinolin-3(2H)-one